(3S,4S)-tert-Butyl 3-((R)-2-acetoxy-2-phenyl-acetoxy)-4-(azidomethyl)piperidine-1-carboxylate C(C)(=O)O[C@@H](C(=O)O[C@@H]1CN(CC[C@H]1CN=[N+]=[N-])C(=O)OC(C)(C)C)C1=CC=CC=C1